ClC=1C=C(C=CC1O)C(CC(C1=CC(=C(C=C1)O)Cl)C1=CC(=C(C=C1)O)Cl)C1=CC(=C(C=C1)O)Cl 1,1,3,3-tetrakis(3-chloro-4-hydroxyphenyl)propane